C(C)O[C@H](C(=O)N[C@H]1C2=C(C3=C(N(C1=O)CCO)C=CC=C3)C=CC=C2)C(=O)NCC(C(F)(F)F)(F)F |o1:3| (S or R)-2-Ethoxy-N-[(S)-5-(2-hydroxy-ethyl)-6-oxo-6,7-dihydro-5H-dibenzo[b,d]azepin-7-yl]-N'-(2,2,3,3,3-pentafluoro-propyl)-malonamide